BrC=1C=C2C=NC(=NC2=CC1)N1CC2(COC2)C1 6-(6-bromoquinazolin-2-yl)-2-oxa-6-azaspiro[3.3]heptane